Benzhydryl isothiocyanate C(C1=CC=CC=C1)(C1=CC=CC=C1)N=C=S